CN(C(=O)C1CNC1)C N,N-dimethylazetidine-3-carboxamide